Cl.C1(=CC=CC=2C3=CC=CC=C3C=CC12)C(=O)N phenanthramide hydrochloride